C1(=C(C=CC=C1)NC(=O)C=1N=NNC1)C N-(o-tolyl)-1H-1,2,3-triazole-4-carboxamide